6-bromo-8-chloroimidazo[1,5-a]pyridin BrC=1C=C(C=2N(C1)C=NC2)Cl